C(C1=CC=CC=C1)O[C@@H]([C@H](CO[C@H]1O[C@@H]([C@@H]([C@@H]([C@H]1OCC1=CC=CC=C1)OCC1=CC=CC=C1)OCC1=CC=CC=C1)COCC1=CC=CC=C1)N)[C@@H](CCCCCCCCCCCCCC)OCC1=CC=CC=C1 (2s,3s,4r)-3,4-bis(benzyloxy)-1-(((2s,3r,4s,5s,6r)-3,4,5-tris(benzyloxy)-6-((benzyloxy)methyl)-tetrahydro-2H-pyran-2-yl)oxy)octadecane-2-amine